CN(C=1SC2=C(N1)C=CC(=C2)C=2C=CC=1N(N2)C=C(N1)C)C1CC(NC(C1)(C)C)(C)C N-methyl-6-(2-methylimidazo[1,2-b]pyridazin-6-yl)-N-(2,2,6,6-tetramethylpiperidin-4-yl)-1,3-benzothiazol-2-amine